3,4-dihydroquinoline-1(2H)-carboxamide N1(CCCC2=CC=CC=C12)C(=O)N